1-allyl-1H-indole-2,3-dione C(C=C)N1C(C(C2=CC=CC=C12)=O)=O